(3aS,6aR)-5-(6-chloro-1-methyl-pyrazolo[3,4-d]pyrimidin-4-yl)-1,3,3a,4,6,6a-hexahydrofuro[3,4-c]pyrrole ClC1=NC(=C2C(=N1)N(N=C2)C)N2C[C@H]1[C@@H](C2)COC1